CC1(C2=CC=CC=C2C=2C=CC(=CC12)N(C1=CC=CC=2C3(C4=CC=CC=C4C12)C1=CC=CC=C1C=1C=CC=CC13)C1=CC=3C(C2=CC=CC=C2C3C=C1)(C)C)C N,N-bis(9,9-dimethyl-9H-fluoren-2-yl)-9,9'-spirobi[9H-fluoren]-4-amine